COC(C1=NC(=CC(=C1N)C)C1=CC(=CC=C1)[Si](C)(C)C)=O 3-amino-4-methyl-6-(3-(trimethylsilyl)phenyl)picolinic acid methyl ester